C1(=C(C=CC=C1)\N=N\C1=C(C=CC2=CC=CC=C12)O)C (E)-1-(2-toluylazo)naphthalene-2-ol